N1(CCOCC1)C1=NC2=C(N=CC=C2C(=C1)C1=CNC=C1)C1=CC=NN1 2-(morpholin-4-yl)-8-(1H-pyrazol-5-yl)-4-(1H-pyrrol-3-yl)-1,7-naphthyridine